(7-Aminoheptyl)-2-[4-(2,6-dioxo-3-piperidyl)phenoxy]Acetamide NCCCCCCCC(C(=O)N)OC1=CC=C(C=C1)C1C(NC(CC1)=O)=O